CC1=C(C=C(C=C1)NC(C1=CC=C(C=C1)CN1CCNCC1)=O)NC1=NC=CC(=N1)C=1C=NC=CC1 N-[4-methyl-3-[[4-(3-pyridyl)-2-pyrimidinyl]amino]phenyl]-4-(1-piperazinylmeth-yl)-benzamide